4-bromo-5-fluoro-3-methyl-2-(trifluoromethyl)-1H-indole-7-carboxamide BrC1=C2C(=C(NC2=C(C=C1F)C(=O)N)C(F)(F)F)C